3-(4-Bromo-2-methyl-phenyl)sulfanyl-6-fluoro-1,4-dimethyl-indole BrC1=CC(=C(C=C1)SC1=CN(C2=CC(=CC(=C12)C)F)C)C